CN1C=C(C2=C(C=CC=C12)CO)S(=O)(=O)C1=C(C=C(C=C1)N1C=NC(=C1)C)C [1-methyl-3-[2-methyl-4-(4-methylimidazol-1-yl)phenyl]sulfonyl-indol-4-yl]methanol